COC1=CC(=NC=C1)C=1N=C(C2=C(N1)CCC2)N(CC(=O)NC2(CC2)C(F)(F)F)C 2-{[2-(4-methoxypyridin-2-yl)-5H,6H,7H-cyclopenta[d]pyrimidin-4-yl](methyl)amino}-N-[1-(trifluoromethyl)cyclopropyl]acetamide